(2H5)ethyl (2S)-2-[(2S)-3-{4-[bis(2-chloroethyl)amino]phenyl}-2-{[(tert-butoxy)carbonyl]-amino}propanamido]-3-(4-fluorophenyl)propanoate ClCCN(C1=CC=C(C=C1)C[C@@H](C(=O)N[C@H](C(=O)OC(C([2H])([2H])[2H])([2H])[2H])CC1=CC=C(C=C1)F)NC(=O)OC(C)(C)C)CCCl